OC=1C=C(NC=2N=CC3=C(N2)N(C(C(=C3)N3CCN(C2=C(C=CC=C32)C)C(=O)OC(C)(C)C)=O)CCCCCCO)C=CC1 tert-butyl 4-[2-(3-hydroxyanilino)-8-(6-hydroxyhexyl)-7-oxo-pyrido[2,3-d]pyrimidin-6-yl]-8-methyl-2,3-dihydroquinoxaline-1-carboxylate